C1(CC1)C1=C(C=C(C(=C1)I)C)N(C(C#CC)=O)C1=CC=C2C(=N1)C(=NN2C)O[C@@H]2CC[C@H](CC2)C(=O)O (trans)-4-((5-(N-(2-cyclopropyl-4-iodo-5-methylphenyl)but-2-ynamido)-1-methyl-1H-pyrazolo[4,3-b]pyridin-3-yl)oxy)cyclohexane-1-carboxylic acid